N1=CN=C(C2=C1NC=C2)C=2C=C(C=CC2)NC(C2=CC=CC=C2)=O N-(3-(7H-pyrrolo[2,3-d]pyrimidine-4-yl)phenyl)benzamide